C([C@]1(C)C(C)(C)C(C(=O)O)CC1)(=O)O (S)-camphoric acid